(1S,2S)-N-(5-(((6-cyclopropyl-8-(3-methyl-2,4-dioxoimidazolidin-1-yl)imidazo[1,2-a]pyridin-2-yl)methyl)amino)-2,4-difluorophenyl)-2-(4-methylpyrimidin-2-yl)cyclopropane-1-carboxamide C1(CC1)C=1C=C(C=2N(C1)C=C(N2)CNC=2C(=CC(=C(C2)NC(=O)[C@@H]2[C@H](C2)C2=NC=CC(=N2)C)F)F)N2C(N(C(C2)=O)C)=O